FC=1C=C2C(=C(NC2=C(C1)F)C1=NC=CC(=C1)C)C(=O)NN 5,7-difluoro-2-(4-methylpyridin-2-yl)-1H-indole-3-carbohydrazide